CC1OCC1N1C(=CC2=C1N=C(N=C2)S(=O)(=O)C)C#N 7-(2-methyl-oxetan-3-yl)-2-(methylsulfonyl)-7H-pyrrolo[2,3-d]pyrimidine-6-carbonitrile